phenyl carbamate compound with sulfur monochloride [S]Cl.C(N)(OC1=CC=CC=C1)=O